9,10-bis(2-ethylhexylcarbonyloxy)anthracene C(C)C(CC(=O)OC=1C2=CC=CC=C2C(=C2C=CC=CC12)OC(=O)CC(CCCC)CC)CCCC